C(C)(=O)N[C@@H](C)C(=O)N[C@@H](C)C(=O)OC(CC[C@H](N)C(N)=O)=O N-acetyl-L-alanyl-O-isoglutaminyl-L-alanine